Cl.ClC1=C(C=C(C(=C1)S(NC(C)C1CCN(CC1)C)(=O)=O)F)NC(C1=C(C=CC=C1)C)=O N-(2-chloro-5-fluoro-4-(N-(1-(1-methylpiperidin-4-yl)ethyl)sulfamoyl)phenyl)-2-methylbenzamide hydrochloride